C(C)(C)(C)OC(=O)N1CCC(CC1)C=1SC2=C(N1)N(C(=C2C(C)C)C=2C=C(C=1N(C2)N=CN1)OC)C(=O)OC(C)(C)C tert-butyl 2-(1-(tert-butoxycarbonyl)piperidin-4-yl)-6-isopropyl-5-(8-methoxy-[1,2,4]triazolo[1,5-a]pyridin-6-yl)-4H-pyrrolo[2,3-d]thiazole-4-carboxylate